[C@@H]12N[C@@H]([C@@H](CC1)C2)C(=O)N2CCC1(CN(C1)C1=NC=NC=C1OC1=C(C(=O)N(C(C)C)C(C)C)C=C(C=C1)F)CC2 2-[(4-{7-[(1R,3S,4S)-2-azabicyclo[2.2.1]heptane-3-carbonyl]-2,7-diazaspiro[3.5]non-2-yl}pyrimidin-5-yl)oxy]-5-fluoro-N,N-di(propan-2-yl)benzamide